CC1=C(C(=O)N[C@H](C)C=2C=C(C=CC2)N2CCN(CC2)C(=O)OC(C)(C)C)C=C(C=C1)N1CCN(CC1)C tert-butyl 4-[3-[(1R)-1-[[2-methyl-5-(4-methylpiperazin-1-yl)benzoyl]amino]ethyl]phenyl]piperazine-1-carboxylate